NC1=C(C=C(C=C1)S(=O)(=O)NNC(C1=CC=C(C=C1)O)=O)N1CCOCC1 4-amino-N'-(4-hydroxybenzoyl)-3-morpholinobenzenesulfonohydrazide